O=C1NC(CCC1N1C(C2=CC=CC(=C2C1=O)NCC1=CC(=C(C=C1)CN1CCC(CC1)N1CCOCC1)C)=O)=O 2-(2,6-dioxopiperidin-3-yl)-4-(3-methyl-4-((4-morpholinopiperidin-1-yl)methyl)benzylamino)isoindoline-1,3-dione